5-(1-(2,2-Difluoroethyl)-2-methyl-1H-imidazo[4,5-b]pyridin-6-yl)-N-(cis-4-methoxycyclohexyl)pyrrolo[2,1-f][1,2,4]triazin-2-amine FC(CN1C(=NC2=NC=C(C=C21)C=2C=CN1N=C(N=CC12)N[C@@H]1CC[C@@H](CC1)OC)C)F